N-[2-(2-thienylmethylcarbamoylamino)ethyl]benzamide S1C(=CC=C1)CNC(=O)NCCNC(C1=CC=CC=C1)=O